Ethyl-(2-fluoro-4-nitrophenyl) cyclopropane-1-carboxylate C1(CC1)C(=O)OC1=C(C(=C(C=C1)[N+](=O)[O-])CC)F